racemic-trans-2,2-difluoro-N-(2-(2-methoxypyridin-4-yl)-1-(1-(1-methyl-6-oxo-1,6-dihydropyridin-3-yl)-1H-indazol-5-yl)-5-oxopyrrolidin-3-yl)propanamide FC(C(=O)N[C@H]1[C@@H](N(C(C1)=O)C=1C=C2C=NN(C2=CC1)C1=CN(C(C=C1)=O)C)C1=CC(=NC=C1)OC)(C)F |r|